2-norbornene C12C=CC(CC1)C2